ON=C(N)C1=CC2=CC=CC=C2C=C1 N'-hydroxy-2-naphthimidamide